(S)-N-(1-(5-(3-Chlorophenyl)oxazol-2-yl)-4-(2-fluoroacetimidamido)butyl)-5-ethynyl-2-methoxybenzamide ClC=1C=C(C=CC1)C1=CN=C(O1)[C@H](CCCNC(CF)=N)NC(C1=C(C=CC(=C1)C#C)OC)=O